4-(tert-butoxy)piperidin C(C)(C)(C)OC1CCNCC1